Cl.COC(C1=CN=C(C=C1)N1C(=NC=2C1=NC=CC2)C(C)N)=O 6-[2-(1-aminoethyl)-3H-imidazo[4,5-b]pyridin-3-yl]nicotinic acid methyl ester hydrochloride